copper-zinc-silicon [Si].[Zn].[Cu]